(E)-3-(4-dimethylaminophenyl)acrolein CN(C1=CC=C(C=C1)/C=C/C=O)C